4-bromo-5,6-dimethyl-1H-indazol BrC1=C2C=NNC2=CC(=C1C)C